C(CCCCCC=CCCCC)C(C(=O)O)CC(=O)O 7-dodecenylsuccinic acid